C(C)(C)(C)OC(=O)N(C(OC(C)(C)C)=O)CC1=C(C(=C(C(=C1F)F)S(NC1=CC=C(C=C1)C(NC1=CC(=CC=C1)C1=CC2=C(N(C=N2)C)C=C1C(F)(F)F)=O)(=O)=O)F)F tert-butyl (tert-butoxycarbonyl)(2,3,5,6-tetrafluoro-4-(N-(4-((3-(1-methyl-6-(trifluoromethyl)-1H-benzo[d]imidazol-5-yl)phenyl)carbamoyl)phenyl)sulfamoyl)benzyl)carbamate